C(C1=CC=CC=C1)N1CCN(CC1)C([C@@H](CC1=CC=C(C=C1)NC([C@@H](NC(=O)C1=CC=NN1C)C1CCCCC1)=O)NC(OC(C)(C)C)=O)=O Tert-butyl ((R)-1-(4-benzylpiperazin-1-yl)-3-(4-((S)-2-cyclohexyl-2-(1-methyl-1H-pyrazole-5-carboxamido)acetamido)phenyl)-1-oxopropan-2-yl)carbamate